tert-Butyl 6-chloro-3-(2-cyanopropan-2-yl)-1H-pyrrolo[3,2-b]pyridine-1-carboxylate ClC=1C=C2C(=NC1)C(=CN2C(=O)OC(C)(C)C)C(C)(C)C#N